N-butyl-N,N-bis(2-hydroxybutyl)amine C(CCC)N(CC(CC)O)CC(CC)O